FC1(C(CNCC1)O)F 4,4-difluoropiperidin-3-ol